(2-(3',6'-dimethyl-10H-spiro[acridin-9,9'-fluorene]-10-yl)ethyl)phosphoric acid CC=1C=CC=2C3(C4=CC=C(C=C4C2C1)C)C1=CC=CC=C1N(C=1C=CC=CC13)CCOP(O)(O)=O